N-{5'-chloro-3'-fluoro-2'-[(5-methylpyridine-3-sulfonyl)amino][1,1'-biphenyl]-4-yl}glycine ethyl ester C(C)OC(CNC1=CC=C(C=C1)C1=C(C(=CC(=C1)Cl)F)NS(=O)(=O)C=1C=NC=C(C1)C)=O